methyl 4,6-dibromopicolinate BrC1=CC(=NC(=C1)Br)C(=O)OC